5-(2-bromo-4-fluorophenyl)-3-(4-(1-methyl-4-(trifluoromethyl)-1H-imidazol-2-yl)phenyl)-1,2,4-oxadiazole BrC1=C(C=CC(=C1)F)C1=NC(=NO1)C1=CC=C(C=C1)C=1N(C=C(N1)C(F)(F)F)C